C1(C(CCCC1)C(=O)[O-])C(=O)OCCOC(C(=C)C)=O 1,2-Cyclohexanedicarboxylic acid, 1-[2-[(2-methyl-1-oxo-2-propen-1-yl)oxy]ethyl] ester